4-[5-(3,4-difluorophenyl)-6-isopropyl-1H-pyrrolo[2,3-f]indazol-7-yl]tetrahydrofuran-2-carboxylic acid FC=1C=C(C=CC1F)N1C(=C(C2=C1C=C1C=NNC1=C2)C2CC(OC2)C(=O)O)C(C)C